3-(6-Chloro-5-methylpyridin-3-yl)-6-methyl-2-[1-(9H-purin-6-ylamino)ethyl]-4H-pyrido[1,2-a]pyrimidin-4-one Trifluoroacetic Acid Salt FC(C(=O)O)(F)F.ClC1=C(C=C(C=N1)C1=C(N=C2N(C1=O)C(=CC=C2)C)C(C)NC2=C1N=CNC1=NC=N2)C